CN1C(=NC(=C1)C(F)(F)F)C1=CC=C(CN2C3=NC(=NC=C3NC2=O)C=2C(=NC=CC2)NC)C=C1 9-(4-(1-methyl-4-(trifluoromethyl)-1H-imidazol-2-yl)benzyl)-2-(2-(methylamino)pyridin-3-yl)-7,9-dihydro-8H-purin-8-one